[Na].C(C)O monoethyl alcohol Sodium salt